N1CNCC2=CC=C(C=C12)C#N tetrahydroquinazoline-7-carbonitrile